COC(=O)C1CNCC1C1=C(C=C(C(=C1)Cl)Cl)OC 4-(4,5-dichloro-2-methoxyphenyl)pyrrolidine-3-carboxylic acid methyl ester